COC(CN1C(C2=CC=C(C=C2C2(CC2)C1)Br)=O)=O.C[C@]12CC3(CC(C[C@@](C1)(C3)C)C2)NC(NC2=CC=C(C(=O)NCCCCCCCCCCCC(=O)NO)C=C2)=O 4-(3-((1r,3r,5s,7r)-3,5-dimethyladamantan-1-yl)ureido)-N-(12-(hydroxyamino)-12-oxododecyl)benzamide methyl-2-(6-bromo-1-oxo-spiro[3H-isoquinoline-4,1'-cyclopropane]-2-yl)acetate